(1aS,5aS)-2-(2,4-Difluoro-phenyl)-1a,2,5,5a-tetrahydro-1H-2,3-diaza-cyclopropa[a]pentalene-4-carboxylic Acid (1-Hydroxymethyl-cyclopentyl)-amide OCC1(CCCC1)NC(=O)C=1C=2C[C@H]3[C@@H](C2N(N1)C1=C(C=C(C=C1)F)F)C3